4-pyridylacetic acid hydrochloride Cl.N1=CC=C(C=C1)CC(=O)O